COC(=O)C=1NC(=CC1)Br 5-bromopyrrole-2-carboxylic acid methyl ester